ClC=1C=C(OC2=CC=C(C=C2)C2=NC3=CC(=C(C=C3C(=N2)N)OCCCN2CCOCC2)OC)C=CC1F (4-(3-chloro-4-fluorophenoxy)phenyl)-7-methoxy-6-(3-morpholinopropoxy)quinazolin-4-amine